N-isopropylbenzamide CC(C)NC(=O)C1=CC=CC=C1